4-[(1S,4R,5R)-5-[[5-cyclopropyl-3-(2,6-dichlorophenyl)-1,2-oxazol-4-yl]methoxy]-3-oxo-2-azabicyclo[2.2.1]heptan-2-yl]-3-fluorobenzoic acid C1(CC1)C1=C(C(=NO1)C1=C(C=CC=C1Cl)Cl)CO[C@H]1[C@@H]2C(N([C@H](C1)C2)C2=C(C=C(C(=O)O)C=C2)F)=O